COC1=CC=C(C=C1)C(COC1=CC=C(C=C1)N1C([C@@H]2[C@@H]3[C@@H]4[C@H]([C@H]([C@@H]2C1=O)C=C3)C4)=O)=O (3aR,4S,4aS,5aR,6R,6aS)-2-(4-(2-(4-Methoxyphenyl)-2-oxoethoxy)phenyl)-4,4a,5,5a,6,6a-hexahydro-4,6-ethenocyclopropa[f]isoindole-1,3(2H,3aH)-dione